CN1CCC2(CC1)OC1=C(C2)C=C(C=C1)CNC1CC1 N-((1'-methyl-3H-spiro[benzofuran-2,4'-piperidin]-5-yl)methyl)cyclopropylamine